BrC=1C=C(C=C(C1Cl)F)C(=O)C1=CC=CC=C1 (3-bromo-4-chloro-5-fluorophenyl)(phenyl)methanone